P([O-])(=S)([S-])[S-] PHOSPHORTRITHIOAT